C(C)(C)(C)OC(=O)N1C(C2=CC=CC(=C2CC1)\C=C\C(=O)OCC)C (E)-5-(3-ethoxy-3-oxoprop-1-en-1-yl)-1-methyl-3,4-dihydroisoquinoline-2(1H)-carboxylic acid tert-butyl ester